BrC1=CC=C(C=C1)C1=CC=2C(=C(N=NC2CC2CSCCC2)C(=O)N)S1 2-(4-bromophenyl)-4-(3-tetrahydrothiopyranylmethyl)-thieno[2,3-d]pyridazine-7-carboxamide